N1=NN(C2=NC=CC=C21)C=2C=C(C(=NC2)C(=O)N(C2=NC=CC1=CC=CC(=C21)Cl)[C@H]2CN(CCC2)C(=O)OC(C)(C)C)F tert-butyl (R)-3-(5-(3H-[1,2,3]triazolo[4,5-b]pyridin-3-yl)-N-(8-chloroisoquinolin-1-yl)-3-fluoropicolinamido)piperidine-1-carboxylate